ClC=1C=C(C=CC1F)NC(N(C)C1CC(CC=2NC(C3=CC=CC=C3C12)=O)(C)C)=O 3-(3-chloro-4-fluorophenyl)-1-(3,3-dimethyl-6-oxo-1,2,3,4,5,6-hexahydrophenanthridin-1-yl)-1-methylurea